(1,3-Dimethyl-azetidin-3-yl)-(4-isopropyl-phenyl)-[5-(3-methoxy-propyl)-pyridin-3-yl]-methanol CN1CC(C1)(C)C(O)(C=1C=NC=C(C1)CCCOC)C1=CC=C(C=C1)C(C)C